(3-amino-4,5-dihydropyrano[3,4-c]pyrazol-2(7H)-yl)(6-fluoro-1,2,3,4-tetrahydro-quinolin-4-yl)methanone NC1=C2C(=NN1C(=O)C1CCNC3=CC=C(C=C13)F)COCC2